C(C1=CC=CC=C1)OC=1C(=NC=C(C1C)C=1C=NN(C1)CC(C)C)C(=O)O 3-(benzyloxy)-5-(1-isobutyl-1H-pyrazol-4-yl)-4-methylpicolinic acid